2-[2-(3,4-difluoro-2-methyl-phenoxy)-4-methyl-5-(trifluoromethyl)-3-pyridinyl]-5-(dimethylamino)-1H-quinolin-4-one FC=1C(=C(OC2=NC=C(C(=C2C=2NC3=CC=CC(=C3C(C2)=O)N(C)C)C)C(F)(F)F)C=CC1F)C